phenylpropionaldehyde methyl-stearate COC(CCCCCCCCCCCCCCCCC)=O.C1(=CC=CC=C1)C(C=O)C